C(C)(C)OC=1C=CC(=NC1)O[C@H]1[C@@H](CN(CC1)C1=CC(N(C=2C=CC(=NC12)C#N)C)=O)OCC Trans-8-(4-((5-isopropoxypyridin-2-yl)oxy)-3-ethoxypiperidin-1-yl)-5-methyl-6-oxo-5,6-dihydro-1,5-naphthyridine-2-carbonitrile